CC1=CC=C(C=C1)S(=O)(=O)OCC1COCC=2N(N=CC21)CC2=CC=C(C=C2)OC (1-(4-methoxybenzyl)-1,4,5,7-tetrahydropyrano[3,4-c]pyrazol-4-yl)methyl 4-methylbenzenesulfonate